N-(2-chloro-3-(3-chloro-2-(3-methoxy-4-((7-oxo-2,6-diazaspiro[3.4]octan-2-yl)methyl)phenyl)pyridin-4-yl)phenyl)-5-((7-oxo-2,6-diazaspiro[3.4]octan-2-yl)methyl)picolinamide ClC1=C(C=CC=C1C1=C(C(=NC=C1)C1=CC(=C(C=C1)CN1CC2(C1)CNC(C2)=O)OC)Cl)NC(C2=NC=C(C=C2)CN2CC1(C2)CNC(C1)=O)=O